5-chlorotetrazolo[1,5-a]pyridine ClC1=CC=CC=2N1N=NN2